N1=C(C=C(C=C1)C=1C(=C(C=C(C1)F)C1=CC(=C(C=C1)N1C(N(C=C1)C)=O)Cl)OC)C=1C=NC=CC1 1-(3'-([2,3'-bipyridyl]-4-yl)-3-chloro-5'-fluoro-2'-methoxy-[1,1'-biphenyl]-4-yl)-3-methyl-1H-imidazol-2(3H)-one